(S)-N-(4-Cyano-3-(trifluoromethyl)phenyl)-2-hydroxy-2-methyl-3-(4-(trifluoromethyl)-1H-pyrazol-1-yl)propanamide C(#N)C1=C(C=C(C=C1)NC([C@@](CN1N=CC(=C1)C(F)(F)F)(C)O)=O)C(F)(F)F